7-(1,4-diazepan-1-yl)-2-[5-(6-methyl-2-pyridyl)-1H-triazol-4-yl]-1,5-naphthyridine N1(CCNCCC1)C1=CN=C2C=CC(=NC2=C1)C=1N=NNC1C1=NC(=CC=C1)C